The molecule is a diamino-1,3,5-triazine that is N-tert-butyl-N'-methyl-1,3,5-triazine-2,4-diamine substituted by a chloro group at position 6. It has a role as a herbicide, an environmental contaminant and a xenobiotic. It is a diamino-1,3,5-triazine and a chloro-1,3,5-triazine. It derives from a 6-chloro-1,3,5-triazine-2,4-diamine. CCNC1=NC(=NC(=N1)Cl)NC(C)(C)C